N=1C(CCC1)=O 3,4-dihydro-2H-pyrrol-2-one